1-N'-(4-Fluorophenyl)-1-N-[4-[7-(1H-triazol-5-yl)quinolin-4-yl]oxyphenyl]cyclopropane-1,1-dicarboxamide FC1=CC=C(C=C1)NC(=O)C1(CC1)C(=O)NC1=CC=C(C=C1)OC1=CC=NC2=CC(=CC=C12)C1=CN=NN1